C(C)(C)(C)OC(=O)N1CC(C1)C=1SC=CN1 3-(thiazol-2-yl)azetidine-1-carboxylic acid tert-butyl ester